CS(=O)(=O)O.CS(=O)(=O)O.N(C(=N)N)C1=CC=C(C(=O)OC2=CC3=CC=C(C=C3C=C2)C(N)=N)C=C1 6-amidino-2-naphthyl p-guanidinobenzoate dimethanesulfonate